2-chloro-N-((1R,2R)-1-(2-chloro-3-thienyl)-2-hydroxycyclohexyl)acetamide ClCC(=O)N[C@@]1([C@@H](CCCC1)O)C1=C(SC=C1)Cl